2'-hydroxy-2-iodoacetophenone OC1=C(C=CC=C1)C(CI)=O